1-(2-(4-CYCLOPROPYL-1H-1,2,3-TRIAZOL-1-YL)ACETYL)-4-HYDROXYPYRROLIDINE C1(CC1)C=1N=NN(C1)CC(=O)N1CCC(C1)O